cyanoethyl-acrylonitrile C(#N)CCC(C#N)=C